(1S,2S,3R,5S)-3-[7-[[(1R,2S)-2-(3,4-difluorophenyl)cyclopropyl]amino]-5-propylthio-triazolo[4,5-d]pyrimidin-3-yl]-5-(2-hydroxyethoxy)-1,2-cyclopentanediol FC=1C=C(C=CC1F)[C@H]1[C@@H](C1)NC=1C2=C(N=C(N1)SCCC)N(N=N2)[C@H]2[C@@H]([C@@H]([C@H](C2)OCCO)O)O